(3S)-3-(5-(8-((1-((3r,5r,7r)-adamantan-1-yl)ethyl)amino)octyl)-4-oxo-2-(trifluoromethyl)quinazolin-3(4H)-yl)piperidine-2,6-dione C12(CC3CC(CC(C1)C3)C2)C(C)NCCCCCCCCC2=C3C(N(C(=NC3=CC=C2)C(F)(F)F)[C@@H]2C(NC(CC2)=O)=O)=O